(3S)-3-[[(2S)-2-cyclopentyl-2-[9H-fluoren-9-ylmethoxycarbonyl(methyl)amino]acetyl]-methylamino]-4-morpholino-4-oxobutanoic acid C1(CCCC1)[C@@H](C(=O)N([C@@H](CC(=O)O)C(=O)N1CCOCC1)C)N(C)C(=O)OCC1C2=CC=CC=C2C=2C=CC=CC12